(Butoxymethyl)dodecyl-dimethylammonium chloride [Cl-].C(CCC)OC[N+](C)(C)CCCCCCCCCCCC